CC(C[C@@H](C(=O)NC(/C=C/C(=O)OCC)C[C@H]1C(NCCC1)=O)NC([C@H](CC1=CC=CC2=CC=CC=C12)NC(=O)C1=NOC(=C1)C(F)(F)F)=O)C Ethyl (E)-4-((S)-4-methyl-2-((S)-3-(naphthalen-1-yl)-2-(5-(trifluoromethyl)isoxazole-3-carboxamido)propanamido)pentanamido)-5-((S)-2-oxopiperidin-3-yl)pent-2-enoate